ClC=1C=C(C=CC1)C#CC(CC)O 1-(3-chlorophenyl)pent-1-yn-3-ol